3-[2-[[(3S)-3-piperidyl]amino]-5-(trifluoromethyl)pyrimidin-4-yl]-1H-indole-6,7-dicarbonitrile N1C[C@H](CCC1)NC1=NC=C(C(=N1)C1=CNC2=C(C(=CC=C12)C#N)C#N)C(F)(F)F